4-[[3-(2,3-Difluoro-4-methoxy-phenyl)imidazo[1,2-a]pyrazin-8-yl]amino]-N,2-dimethyl-N-[2-(4-piperidyl)ethyl]benzamide FC1=C(C=CC(=C1F)OC)C1=CN=C2N1C=CN=C2NC2=CC(=C(C(=O)N(CCC1CCNCC1)C)C=C2)C